tert-butyl (R)-3-((S)-1-(tert-butoxy)-3-(3-methoxy-5-(4,4,5,5-tetramethyl-1,3,2-dioxaborolan-2-yl)phenyl)-1-oxopropan-2-yl)pyrrolidine-1-carboxylate C(C)(C)(C)OC([C@@H](CC1=CC(=CC(=C1)B1OC(C(O1)(C)C)(C)C)OC)[C@@H]1CN(CC1)C(=O)OC(C)(C)C)=O